C(CCC)(=O)OCC(C)C1=CC=CC=C1 2-phenylpropyl butyrate